tartaric acid, methyl ester C(C(O)C(O)C(=O)[O-])(=O)OC